1-methyl-N-[(1s,4s)-4-{[2-(trifluoromethyl)quinolin-4-yl]amino}cyclohexyl]-1H-1,3-benzodiazole-6-carboxamide CN1C=NC2=C1C=C(C=C2)C(=O)NC2CCC(CC2)NC2=CC(=NC1=CC=CC=C21)C(F)(F)F